N-[[6-[isobutyl(methyl)amino]-2-pyridyl]sulfonyl]-2-(2,2,4-trimethylpyrrolidin-1-yl)pyridine-3-carboxamide C(C(C)C)N(C1=CC=CC(=N1)S(=O)(=O)NC(=O)C=1C(=NC=CC1)N1C(CC(C1)C)(C)C)C